N[C@@H](CC1=CC=CC=C1)C(=O)N[C@@H](CCCNC(N)=N)C(=O)[N-]C1=CC2=CC=CC=C2C=C1 phenylalanyl-arginyl-β-naphthylamide